N-(4-(4-amino-5-(5-(hydroxymethyl)pyridin-3-yl)-7-methyl-7H-pyrrolo[2,3-d]pyrimidin-6-yl)phenyl)methacrylamide NC=1C2=C(N=CN1)N(C(=C2C=2C=NC=C(C2)CO)C2=CC=C(C=C2)NC(C(=C)C)=O)C